n-tetracosyl methyl ketone CC(=O)CCCCCCCCCCCCCCCCCCCCCCCC